N-(3-amino-4-(2-chloro-5-fluorophenoxy)-1-methyl-7-((tetrahydro-2H-pyran-4-yl)ethynyl)-1H-indazol-5-yl)-3-fluoro-5-(trifluoromethyl)benzamide NC1=NN(C2=C(C=C(C(=C12)OC1=C(C=CC(=C1)F)Cl)NC(C1=CC(=CC(=C1)C(F)(F)F)F)=O)C#CC1CCOCC1)C